N-(2,2-dimethyl-6-morpholino-3H-benzofuran-5-yl)-6-(trifluoromethyl)pyridine-2-carboxamide CC1(OC2=C(C1)C=C(C(=C2)N2CCOCC2)NC(=O)C2=NC(=CC=C2)C(F)(F)F)C